3-[2-(4-chloro-3-fluorophenoxy)acetamido]-N-{[rac-(2R,4R)-6-chloro-4-hydroxy-3,4-dihydro-2H-1-benzopyran-2-yl]methyl}bicyclo[1.1.1]pentane-1-carboxamide ClC1=C(C=C(OCC(=O)NC23CC(C2)(C3)C(=O)NC[C@@H]3OC2=C([C@@H](C3)O)C=C(C=C2)Cl)C=C1)F |r|